COC=1C=C2C(N3C(=NC2=CC1OC)[C@@H]1CCCN([C@@H]1CC3)C)=O |r| (±)-(4aR,13bR)-10,11-dimethoxy-4-methyl-1,2,3,4,4a,5,6,13b-octahydro-8H-[1,6]naphthyridino[5,6-b]quinazolin-8-one